4-(pyridin-3-yl)-4H-1,2,4-triazole N1=CC(=CC=C1)N1C=NN=C1